N1C2=C(NCC1)N=CC=C2 3,4-dihydro-2H-pyrido[2,3-b]pyrazine